2-(4-methoxybenzyl)azepane COC1=CC=C(CC2NCCCCC2)C=C1